C(=O)(O)P(=O)=C(O)C[N+](C)(C)C carboxyl-phosphorylcholine